(6-bromo-1H-benzo[d]imidazol-2-yl)methanaminium chloride tert-Butyl-((6-bromo-1H-benzo[d]imidazole-2-yl)methyl)carbamate C(C)(C)(C)N(C([O-])=O)CC1=NC2=C(N1)C=C(C=C2)Br.[Cl-].BrC=2C=CC1=C(NC(=N1)C[NH3+])C2.BrC=2C=CC1=C(NC(=N1)C[NH3+])C2